C(C)C1(NC(N(C(C1)=O)[C@@H]1[C@@H](COC2=CC=C(C=C12)C(=O)N[C@H]1[C@](CC2=CC=CC=C12)(C)O)COC)=N)CC (3R,4R)-4-(4,4-diethyl-2-imino-6-oxo-hexahydropyrimidin-1-yl)-N-[(1R,2R)-2-hydroxy-2-methyl-indan-1-yl]-3-(methoxymethyl)chromane-6-carboxamide